L-3-(4-pyridyl)alanine N1=CC=C(C=C1)C[C@H](N)C(=O)O